2-((3R,4S)-3-((2-(cyclopropylamino)pyrimidin-4-yl)oxy)-4-fluoropyrrolidin-1-yl)-N-(3-(2-((1,5-dimethyl-1H-pyrazol-3-yl)amino)-5-methylpyrimidin-4-yl)-1H-indol-7-yl)acetamide C1(CC1)NC1=NC=CC(=N1)O[C@@H]1CN(C[C@@H]1F)CC(=O)NC=1C=CC=C2C(=CNC12)C1=NC(=NC=C1C)NC1=NN(C(=C1)C)C